BrC=1C=C(C2=C(N(N=N2)[C@H](C)C2=C(C=C(C=C2)Cl)Cl)C1)C(F)F (R)-6-bromo-1-(1-(2,4-dichlorophenyl)ethyl)-4-(difluoromethyl)-1H-benzo[d][1,2,3]triazole